NC1(CN(C1)C1=NC=CC(=C1Cl)OC1=C(C=C(C=C1)N1N=CN(C1=O)CC1=C(C=CC=C1F)F)F)C 2-(4-((2-(3-amino-3-methylazetidin-1-yl)-3-chloropyridin-4-yl)oxy)-3-fluorophenyl)-4-(2,6-difluorobenzyl)-2,4-dihydro-3H-1,2,4-triazol-3-one